1-(2-{5-[(7R)-7-amino-2-azabicyclo[2.2.1]heptane-2-carbonyl]-7-fluoro-1-methyl-1H-1,3-benzodiazol-2-yl}-1-(cyclopropylmethyl)-1H-pyrrolo[2,3-b]pyridin-6-yl)-1-cyclopropylethan-1-ol N[C@H]1C2N(CC1CC2)C(=O)C2=CC1=C(N(C(=N1)C1=CC=3C(=NC(=CC3)C(C)(O)C3CC3)N1CC1CC1)C)C(=C2)F